(3-fluoro-4-methoxybenzylsulfonyl)-6-methoxybenzene FC=1C=C(CS(=O)(=O)C2=CC=CC=C2OC)C=CC1OC